C(C)(CCCCCCCCCCCCCCC)O secondary heptadecanol